NC1(C(=O)O)CC(=CC=C1)N 1,3-diaminobenzoic acid